C(C=C)N(C(C(F)(F)F)=O)C(C(F)(F)F)=O N-allyl-2,2,2-trifluoro-N-trifluoroacetyl-acetamide